COC1=C(C=CC(=C1)C)C1=C2C(=C(N=N1)NC1C[C@H]3CC[C@@H](C1)O3)C=NC=C2 1-(2-methoxy-4-methylphenyl)-N-[(1R,3R,5S)-8-oxabicyclo[3.2.1]octan-3-yl]pyrido[3,4-d]pyridazin-4-amine